NC1=NC(=CC(=N1)N1N=C(N=C1CC1=C(OCC(=O)N2CCOCC2)C=CC=C1)C(F)F)Cl 2-[2-[[2-(2-amino-6-chloro-pyrimidin-4-yl)-5-(difluoromethyl)-1,2,4-triazol-3-yl]methyl]phenoxy]-1-morpholino-ethanone